NCC#CCCCCCCC1=C(C=C2C(=NC(=NC2=C1)C)N[C@H](C)C1=CC(=CC=C1)Br)OC (R)-7-(9-aminonon-7-yn-1-yl)-N-(1-(3-bromophenyl)ethyl)-6-methoxy-2-methyl-quinazolin-4-amine